ClC1=C(C=2N=C(N=C(C2C=N1)N1CC2(CCC(C1)N2)COC([2H])([2H])[2H])OCC21CC(CN1CC(C2)=C)=C)F 3-(7-chloro-2-((2,6-dimethylenetetrahydro-1H-pyrrolizin-7a(5H)-yl)methoxy)-8-fluoropyrido[4,3-d]pyrimidin-4-yl)-1-((methoxy-d3)methyl)-3,8-diazabicyclo[3.2.1]octane